BrC=1C=NC(=NC1)N1N=CN=C1[C@H](C)NC=1OC2=C(N1)C=C(C(=C2)Cl)C(F)(F)F N-{(1S)-1-[1-(5-bromopyrimidin-2-yl)-1H-1,2,4-triazol-5-yl]ethyl}-6-chloro-5-(trifluoromethyl)-1,3-benzoxazol-2-amine